N-(2-(4,4-difluoropiperidin-1-yl)-6-methylpyrimidin-4-yl)-6-((2-hydroxyethyl)sulfonamido)-4-(6-azaspiro[2.5]octan-6-yl)nicotinamide 2,2,2-trifluoroacetate FC(C(=O)O)(F)F.FC1(CCN(CC1)C1=NC(=CC(=N1)NC(C1=CN=C(C=C1N1CCC2(CC2)CC1)NS(=O)(=O)CCO)=O)C)F